2-((4-fluoro-2-isopropylphenyl)amino)-N-(6-methoxy-2-methylpyridin-3-yl)-6-(trifluoromethyl)-nicotinamide FC1=CC(=C(C=C1)NC1=C(C(=O)NC=2C(=NC(=CC2)OC)C)C=CC(=N1)C(F)(F)F)C(C)C